C(C)(=O)OC1=C2C(=CNC2=CC=C1)C(C(=O)N(C(C)C)C(C)C)=O 3-(2-(Diisopropylamino)-2-oxoacetyl)-1H-indol-4-yl acetate